FC12CC(C1)(C2)N2C(C(N(CC2)CC=2N=NC(=CC2)C2=CN=CS2)=O)=O 1-(3-fluorobicyclo[1.1.1]pentan-1-yl)-4-((6-(thiazol-5-yl)pyridazin-3-yl)methyl)piperazine-2,3-dione